BrC1=CC(=C(C=C1)C=1C=2N(C(=NN1)SC)C=CC2)OC 1-(4-bromo-2-methoxyphenyl)-4-(methylsulfanyl)pyrrolo[1,2-d][1,2,4]triazine